9,9',9'',9'''-(4-(2-(pyridin-4-yl)phenyl)pyridine-2,3,5,6-tetrayl)tetrakis(3,6-dimethyl-9H-carbazole) N1=CC=C(C=C1)C1=C(C=CC=C1)C1=C(C(=NC(=C1N1C2=CC=C(C=C2C=2C=C(C=CC12)C)C)N1C2=CC=C(C=C2C=2C=C(C=CC12)C)C)N1C2=CC=C(C=C2C=2C=C(C=CC12)C)C)N1C2=CC=C(C=C2C=2C=C(C=CC12)C)C